ClC1=C(OC=2C=CC=C3C[C@H](C(N(C23)C)=O)NC(=O)N)C=C(C(=C1)F)F ((3R)-8-(2-chloro-4,5-difluorophenoxy)-1-methyl-2-oxo-1,2,3,4-tetrahydroquinolin-3-yl)urea